C(C(C)C)OC1=NC(=CC=C1/C=C/C(=O)NC1=CC=CC=2NC(NC21)=O)C(F)(F)F (E)-3-(2-isobutoxy-6-(trifluoromethyl)pyridin-3-yl)-N-(2-oxo-2,3-dihydro-1H-benzo[d]imidazol-4-yl)acrylamide